[O-]S(=O)(=O)C(F)(F)F.C(C)[N+]1=CC=C(C=C1)CC 1,4-diethylpyridinium triflate